CC=1C=C(C=CC1O)C1=CCC(CC1)C1=CC=C(C=C1)O 1-(3-methyl-4-hydroxyphenyl)-4-(4-hydroxyphenyl)-1-Cyclohexene